[O].[Mo].[V].[Cu] copper-vanadium molybdenum oxygen